FC1=C(CN2C(N(C(C3=C2SC(=C3CN(C)C)C3=CC=C(C=C3)[N+](=O)[O-])=O)C3=CC=C(N=N3)N(S(=O)(=O)C)C)=O)C(=CC=C1)F N-(6-(1-(2,6-difluorobenzyl)-5-((dimethylamino)methyl)-6-(4-Nitrophenyl)-2,4-dioxo-1,2-dihydrothieno[2,3-d]pyrimidin-3(4H)-yl)pyridazin-3-yl)-N-methylmethanesulfonamide